CN1CCC(CC1)C(=O)OCCOCCOCCOCCOCCN(CCCCCCCC)C(C(COCCCCCC(OC(CCCCCCCC)CCCCCCCC)=O)OCCCCCC(=O)OC(CCCCCCCC)CCCCCCCC)=O 2-[2-[2-[2-[2-[2,3-bis[6-(1-octylnonoxy)-6-oxo-hexoxy] propanoyl-octyl-amino]ethoxy]ethoxy] ethoxy]ethoxy]ethyl 1-methylpiperidine-4-carboxylate